ClC1=C(C2=C(OCO2)C=C1)NC1=NC=NC2=CC(=CC(=C12)OC1CCOCC1)OCCN1CCN(CC1)C N-(5-chlorobenzo[d][1,3]dioxolan-4-yl)-7-(2-(4-methylpiperazin-1-yl)ethoxy)-5-((tetrahydro-2H-pyran-4-yl)oxy)quinazolin-4-amine